FC=1C=C2C(=NC=3N(C2=CC1N)C=NN3)N3[C@@H](CCC1=CC=CC=C31)C (R)-7-fluoro-5-(2-methyl-3,4-dihydroquinolin-1(2H)-yl)-[1,2,4]triazolo[4,3-a]quinazolin-8-amine